ClC1=CC=C(C=C1)[C@@]1(N(C(C2=CC(=CC(=C12)F)C(C)(C)O)=O)CC1=NC=C(C=C1)Cl)OCC(CO)(C)CO (3R)-3-(4-chlorophenyl)-2-[(5-chloropyridin-2-yl)methyl]-4-fluoro-3-[3-hydroxy-2-(hydroxymethyl)-2-methylpropoxy]-6-(2-hydroxypropan-2-yl)-2,3-dihydro-1H-isoindol-1-one